O1C(CCC=C1)=O 3,4-dihydropyrone